CP(OC1=CC=CC=C1)(OC1=CC=CC=C1)=O diphenyl P-methyl-phosphonate